COC([C@@H](CCC1=CC=CC=C1)NC(=O)OC(C)(C)C)=O (R)-2-((tert-butoxycarbonyl)amino)-4-phenylbutyric acid methyl ester